3-((difluoromethyl)sulfonyl)-N-((2-(6-(6-hydroxy-2-azaspiro[3.3]heptan-2-yl)pyridin-2-yl)-1,6-naphthyridin-7-yl)methyl)benzamide FC(S(=O)(=O)C=1C=C(C(=O)NCC2=NC=C3C=CC(=NC3=C2)C2=NC(=CC=C2)N2CC3(C2)CC(C3)O)C=CC1)F